C(C1=CC=CC=C1)OCC1CCC(CC1)C=1N=C2N(C=C(C(=C2)OC(C)C)C(=O)OC)C1 methyl 2-[4-(benzyloxymethyl) cyclohexyl]-7-isopropoxy-imidazo[1,2-a]pyridine-6-carboxylate